FC(C(=O)O)(F)F.ClC1=C(C=CC=C1Cl)SC1=CC=C(C=N1)N1CCC2([C@@H](C=3N(N=CC3)C2)N)CC1 (S)-1-(6-((2,3-dichlorophenyl)thio)pyridin-3-yl)-4'H,6'H-spiro[piperidine-4,5'-pyrrolo[1,2-b]pyrazol]-4'-amine (trifluoroacetate)